[Si](C)(C)(C(C)(C)C)OCC=1C=CC2=CNN=C2C1 6-(((tert-butyldimethylsilyl)oxy)methyl)-2H-indazole